(2S,5S)-5-hydroxypiperidine-2-carboxylate O[C@H]1CC[C@H](NC1)C(=O)[O-]